glycidyl behenolate C(CCCCCCCCCCCC#CCCCCCCCC)(=O)OCC1CO1